FC(C=1C(=C(C=CC1)[C@@H](C)NC(=O)C1=NN(C(C(=C1)Br)=O)C=1C=NC=C(C1)C1=CN=NN1C)F)F N-{(R)-1-[3-(difluoromethyl)-2-fluorophenyl]ethyl}-5-bromo-1-[5-(1-methyl-1H-1,2,3-triazol-5-yl)-3-pyridyl]-6-oxo-1,6-dihydropyridazine-3-carboxamide